OC1=C(C(=CC(=C1C(=O)N(C)OC)CCCCC)O)C1=C(C=CC(=C1)C)C(=C)C 2,6-dihydroxy-N-methoxy-N,5'-dimethyl-4-pentyl-2'-(prop-1-en-2-yl)-[1,1'-biphenyl]-3-carboxamide